OC(C(=O)OCC(CCCC)CC)CC(=O)OCC(CCCC)CC.[Na] sodium bis(2-ethylhexyl) hydroxysuccinate